3-methyl-3-ethylglutaric acid anion CC(CC(=O)[O-])(CC(=O)[O-])CC